6-fluoro-1-methylspiro[indoline-3,4'-piperidine] dihydrochloride Cl.Cl.FC1=CC=C2C(=C1)N(CC21CCNCC1)C